5-(6-chloro-3-((1-(3,6-dimethyl-2-morpholino-4-oxo-4H-chromen-8-yl)ethyl)amino)pyridin-2-yl)-3-fluoro-2-hydroxybenzaldehyde ClC1=CC=C(C(=N1)C=1C=C(C(=C(C=O)C1)O)F)NC(C)C=1C=C(C=C2C(C(=C(OC12)N1CCOCC1)C)=O)C